diisooctyl 3,5-pyridinedicarboxylate N1=CC(=CC(=C1)C(=O)OCCCCCC(C)C)C(=O)OCCCCCC(C)C